OC(CC)C1=CC(=C(C=N1)C1=CC2=C(C3=C1N=CO3)SC(=N2)NC(=O)C2CC2)C N-(4-(6-(1-hydroxypropyl)-4-methylpyridin-3-yl)thiazolo[5',4':3,4]benzo[1,2-d]oxazol-7-yl)cyclopropanecarboxamide